ClC=1N=C(SC1)C=1N=NN(C1)[C@@H]1[C@H]([C@@H](SC=2C=NC=C(C2)SC(F)(F)F)O[C@@H]([C@@H]1O)CO)OC 5-(Trifluoromethylsulfanyl)pyridin-3-yl 3-[4-(4-chlorothiazol-2-yl)-1H-1,2,3-triazol-1-yl]-3-deoxy-2-O-methyl-1-thio-α-D-galactopyranoside